[Sb]=[Te].[Sn].[Ge] germanium tin antimony telluride